FC(C(CN1N=CC(=C1)C=1C=CC(=NC1C1=CC=C2C=CC=NC2=C1)C#N)(C)C)F 5-[1-(3,3-difluoro-2,2-dimethylpropyl)-1H-pyrazol-4-yl]-6-quinolin-7-ylpyridine-2-carbonitrile